(S,6S)-6-methoxy-N'-(((R)-2-methyl-2,4,5,6-tetrahydro-1H-cyclobuta[f]inden-3-yl)carbamoyl)-6,7-dihydro-5H-pyrazolo[5,1-b][1,3]oxazine-3-sulfonimidamide CO[C@H]1CN2C(OC1)=C(C=N2)[S@](=O)(N)=NC(NC2=C1C(=CC=3CCCC23)C[C@H]1C)=O